NC=1C2=C(N=CN1)N(C=C2C2=CC=C(C=1N2C=CN1)NC(=O)NC1=CC(=C(C=C1)CN1CCN(CC1)CCO)C(F)(F)F)C1CC1 1-(5-(4-amino-7-cyclopropyl-7H-pyrrolo[2,3-d]pyrimidin-5-yl)imidazo[1,2-a]pyridin-8-yl)-3-(4-((4-(2-hydroxyeth-yl)piperazin-1-yl)methyl)-3-(trifluoromethyl)phenyl)urea